C(C)(C)(C)OC(=O)N1C=C(C2=NC(=CC=C21)OC)C(C)C 3-isopropyl-5-methoxy-1H-pyrrolo[3,2-B]pyridine-1-carboxylic acid tert-butyl ester